P(=O)(O)(O)O.OC=1C=C(C=C(C1)O)C=1C(C2=CC(=CC(=C2C1C1=CC=C(C=C1)O)O)O)=O 2-(3,5-dihydroxyphenyl)-3-(4-hydroxyphenyl)-4,6-dihydroxyindenone phosphate